N-(3-methylsulfonylphenyl)-5-(trifluoromethyl)pyridine-3-carboxamide CS(=O)(=O)C=1C=C(C=CC1)NC(=O)C=1C=NC=C(C1)C(F)(F)F